NC1=NC(N(C=C1Cl)[C@@H]1O[C@]([C@H](C1)O)(C=C)CO)=O 4-amino-5-chloro-1-((2R,4S,5R)-4-hydroxy-5-(hydroxymethyl)-5-vinyltetrahydrofuran-2-yl)pyrimidin-2(1H)-one